NC1=NC=C(C(=O)OC)C=C1 methyl 6-aminonicotinate